OC1CN(C1)[C@@H]1[C@H](CCC1)OC=1C=C2CN(C(C2=CC1)=O)C1C(NC(CC1)=O)=O 3-(5-(((1S,2S)-2-(3-hydroxyazetidin-1-yl)cyclopentyl)oxy)-1-oxoisoindolin-2-yl)piperidine-2,6-dione